COC(=O)C=1N(C2=CC(=CC=C2C1)C=O)C 6-Formyl-1-methyl-1H-indole-2-carboxylic acid methyl ester